(4-((2-amino-3-(isopropylamino)pyridin-4-yl)oxy)-3-fluorophenyl)-1-(3-fluoropyridin-2-yl)-5-(trifluoromethyl)-1H-pyrazole-4-carboxamide NC1=NC=CC(=C1NC(C)C)OC1=C(C=C(C=C1)C1=NN(C(=C1C(=O)N)C(F)(F)F)C1=NC=CC=C1F)F